2-[5-bromo-2-(8-chloro-4-oxo-chromen-2-yl)phenoxy]-2-methyl-propanoic acid BrC=1C=CC(=C(OC(C(=O)O)(C)C)C1)C=1OC2=C(C=CC=C2C(C1)=O)Cl